3-(3-((6-((5-methylisoxazol-3-yl)methoxy)pyridin-3-yl)methyl)isoxazol-5-yl)pyridin-2-amine CC1=CC(=NO1)COC1=CC=C(C=N1)CC1=NOC(=C1)C=1C(=NC=CC1)N